ClC=1C=C(C=CC1Cl)NC(C(CC(=O)O)CC1=CC(=CC=C1)C)=O 4-[(3,4-dichlorophenyl)amino]-3-(3-methylbenzyl)-4-oxobutanoic acid